C(C)C=C(C(=O)[O-])CCCCCC ETHYLHEXYLACRYLATE